6-fluoro-4-hydrazinoquinoline FC=1C=C2C(=CC=NC2=CC1)NN